NC1=NC=2C=CC(=CC2C2=C1C=NN2C)C(=O)N(CC=2C=NC(=CC2)C(F)(F)F)N2C(CCC2)=O 4-amino-1-methyl-N-(2-oxopyrrolidin-1-yl)-N-((6-(trifluoromethyl)pyridin-3-yl)methyl)-1H-pyrazolo[4,3-c]quinoline-8-carboxamide